C(C(O)C)(=O)[O-].[Ti].[NH4+] ammonium titanium lactate salt